CNS(=O)(=O)C N-(methyl)methanesulfonamide